C1(CC1)C1=C(C=CC=C1)C1C(C1)C=1C=2N(N=C(C1)C=1C(NC(NC1)=O)=O)C=CN2 5-(8-(2-(2-cyclopropylphenyl)cyclopropyl)imidazo[1,2-b]pyridazin-6-yl)pyrimidine-2,4(1H,3H)-dione